P(=O)(O)(O)OCCN r-Ethanolamine phosphate